Cyclobutylidenebis[2-(5-methyl-2-furyl)-4-(4-fluorophenyl)-5,6-dimethyl-1-indenyl]zirconium dichloride [Cl-].[Cl-].C1(CCC1)=[Zr+2](C1C(=CC2=C(C(=C(C=C12)C)C)C1=CC=C(C=C1)F)C=1OC(=CC1)C)C1C(=CC2=C(C(=C(C=C12)C)C)C1=CC=C(C=C1)F)C=1OC(=CC1)C